FC1=C(C=C(C=C1)CC1=NNC(C2=CC=CC=C12)=O)C1=CC2=C(NC(=N2)CS(=O)(=O)N)C=C1 (5-(2-fluoro-5-((4-oxo-3,4-dihydrophthalazin-1-yl)methyl)phenyl)-1H-benzimidazol-2-yl)methanesulfonamide